1-((1R,5S)-3-(8-fluoro-7-(3-hydroxynaphthalen-1-yl)-2-((tetrahydro-1H-pyrrolizin-7a(5H)-yl)methoxy)quinazolin-4-yl)-3,8-diazabicyclo[3.2.1]octane-8-carbonyl)cyclopropane-1-sulfonamide FC=1C(=CC=C2C(=NC(=NC12)OCC12CCCN2CCC1)N1C[C@H]2CC[C@@H](C1)N2C(=O)C2(CC2)S(=O)(=O)N)C2=CC(=CC1=CC=CC=C21)O